(4-(3,5-dimethyl-isoxazol-4-yl)pyridin-2-yl)oxy(pyrrolidin-1-yl)-2-(tetrahydro-2H-pyran-2-yl)pyridazin-3(2H)-one CC1=NOC(=C1C1=CC(=NC=C1)OC1=C(C(N(N=C1)C1OCCCC1)=O)N1CCCC1)C